1,4-bis[bis(3-decyloxy-2-hydroxy-propyl)amino]benzene C(CCCCCCCCC)OCC(CN(C1=CC=C(C=C1)N(CC(COCCCCCCCCCC)O)CC(COCCCCCCCCCC)O)CC(COCCCCCCCCCC)O)O